7-(tert-butoxy)-7-oxoheptanoic acid C(C)(C)(C)OC(CCCCCC(=O)O)=O